(R)-2-((1-(2-(3-(2-cyanopropan-2-yl)phenyl)-7-methyl-4-oxo-4H-pyrido[1,2-a]pyrimidin-9-yl)ethyl)amino)benzoic acid C(#N)C(C)(C)C=1C=C(C=CC1)C=1N=C2N(C(C1)=O)C=C(C=C2[C@@H](C)NC2=C(C(=O)O)C=CC=C2)C